C(C)(=O)C1=C(C2=C(N=C(N=C2)NC=2C=NC(=CC2)C2CCNCC2)N(C1=O)C1CCCC1)C 6-acetyl-8-cyclopentyl-5-methyl-2-[[6-(4-piperidyl)-3-pyridyl]amino]pyrido[2,3-d]pyrimidin-7-one